3-(1'-(3-cyclopropoxybenzyl)-7-oxo-5,7-dihydro-2H,6H-spiro[furo[2,3-f]isoindole-3,4'-piperidin]-6-yl)piperidine-2,6-dione C1(CC1)OC=1C=C(CN2CCC3(CC2)COC2=CC=4C(N(CC4C=C23)C2C(NC(CC2)=O)=O)=O)C=CC1